FC1=C(C(=C(C(=C1C(=O)O)F)F)F)F.ClC1=C(C=CC=C1)N1C(NC(CC1)=O)=O 4-chloro-3-(2,4-dioxotetrahydropyrimidin-1(2H)-yl)benzene Pentafluorophenyl-formate